ClC1=NC=C(C(=N1)NCC1=CC=C(C=C1)C=1N(C=C(N1)C(F)(F)F)C(C)C)C#N 2-chloro-4-[({4-[1-isopropyl-4-(trifluoromethyl)imidazol-2-yl]phenyl}methyl)amino]pyrimidine-5-carbonitrile